C(C)(=O)C1=CC=CC(=N1)N1CCC2(CN3N([C@@H](CC3)C3=CC(=CC(=C3)F)F)C2=O)CC1 (S)-1-(6-acetylpyridin-2-yl)-7'-(3,5-difluorophenyl)dihydro-1'H,3'H,5'H-spiro[piperidine-4,2'-pyrazolo[1,2-a]pyrazol]-1'-one